CN(C1(CCC2(CN(C(N2)=O)C=2C=NC(=NC2)C2=C3CC(NC3=CC=C2)=O)CC1)C=1SC=CC1)C cis-8-dimethylamino-3-[2-(2-oxo-1,3-dihydro-indol-4-yl)-pyrimidin-5-yl]-8-thiophen-2-yl-1,3-diazaspiro[4.5]decan-2-one